calcium monosilicide [Si]=[Ca]